NC(C[C@@H](C#C)NC(=O)C1NCCC1)=O N-[(1S)-1-(2-amino-2-oxo-ethyl)prop-2-ynyl]pyrrolidine-2-carboxamide